BrC=1C(=NN2C1COC(C2)(C)C)C2=NC=C(C=C2)Cl 3-Bromo-2-(5-chloropyridin-2-yl)-6,6-dimethyl-6,7-dihydro-4H-pyrazolo[5,1-c][1,4]oxazine